NC1=NC=CC=C1C1=NC=2C(=NC(=CC2)C2=CC=CC=C2)N1C1=CC=C(CN2CC3(C2)CC(C3)N)C=C1 2-(4-(2-(2-Aminopyridin-3-yl)-5-phenyl-3H-imidazo[4,5-b]pyridin-3-yl)benzyl)-2-azaspiro[3.3]heptan-6-amine